ClC1=C(COCCOCCCCCCN2C(O[C@@H](C2)C=2C=CC3=C(COC(O3)(C)C)C2)=O)C(=CC=C1)Cl (5R)-3-{6-[2-(2,6-dichlorobenzyloxy)-ethoxy]-hexyl}5-(2,2-dimethyl-4H-benzo[1,3]dioxin-6-yl)-oxazolidin-2-one